BrC1=C(C(=CC(=C1)C(C(F)(F)F)(C(F)(F)F)F)Cl)NC(C1=C(C(=CC=C1)N(C(=O)C1=CC=NC=C1)CC)OC)=O N-[2-bromo-6-chloro-4-(1,1,1,2,3,3,3-heptafluoropropan-2-yl)phenyl]-3-{ethyl[(pyridin-4-yl)carbonyl]amino}-2-methoxybenzamide